BrC1=CC(=CC2=C1N(C(=N2)C=2N(C1=CC=CC=C1C2)CC)C)C(=O)N2C[C@@H](CCC2)NC(OC(C)(C)C)=O (R)-tert-butyl (1-(7-bromo-2-(1-ethyl-1H-indol-2-yl)-1-methyl-1H-benzo[d]imidazole-5-carbonyl)piperidin-3-yl)carbamate